2-(tert-Butyl) 3-methyl (1R,3R,4R,5S)-5-(vinyloxy)-2-azabicyclo[2.2.1]heptane-2,3-dicarboxylate C(=C)O[C@@H]1[C@H]2[C@@H](N([C@@H](C1)C2)C(=O)OC(C)(C)C)C(=O)OC